ClC=1C=C(C(=C(C1)O)C=1N=NC(=C(C1)CO)N1C[C@H](OCC1)CO)C 5-chloro-2-[5-(hydroxymethyl)-6-[(2S)-2-(hydroxymethyl)morpholin-4-yl]pyridazin-3-yl]-3-methyl-phenol